1-diazo-4-(4-methylthiophen-3-yl)-1-(trimethylsilyl)butan-2-one [N+](=[N-])=C(C(CCC1=CSC=C1C)=O)[Si](C)(C)C